methyl 2-fluoro-5-hydroxy-3-(4,4,5,5-tetramethyl-1,3,2-dioxaborolan-2-yl)benzoate FC1=C(C(=O)OC)C=C(C=C1B1OC(C(O1)(C)C)(C)C)O